[8-[6-(aminomethyl)-4-cyclopentylsulfonyl-2-pyridyl]-3,8-diazabicyclo[3.2.1]octan-3-yl]-(2-chloro-4-fluoro-phenyl)methanone NCC1=CC(=CC(=N1)N1C2CN(CC1CC2)C(=O)C2=C(C=C(C=C2)F)Cl)S(=O)(=O)C2CCCC2